C(CCCC\C=C/C\C=C/C\C=C/CCCCC)(=O)N[C@@H](CC1=CNC2=CC=CC=C12)C(=O)O N-γ-linolenoyl-tryptophan